1-((2R,4S,5R)-4-((tert-butyldimethylsilyl)oxy)-5-(hydroxymethyl)tetrahydrofuran-2-yl)-5-fluoropyrimidine-2,4(1H,3H)-dione [Si](C)(C)(C(C)(C)C)O[C@H]1C[C@@H](O[C@@H]1CO)N1C(NC(C(=C1)F)=O)=O